O=C1NC(CCC1N1C(C2=CC=CC(=C2C1=O)OCCCCCCCCN1CCN(CC1)C1CCN(CC1)C1=NC=C(C(=O)N2CCC(CC2)CCCCNC(\C=C\C=2C=NC=CC2)=O)C=C1)=O)=O (E)-N-(4-(1-(6-(4-(4-(8-((2-(2,6-dioxopiperidin-3-yl)-1,3-dioxoisoindolin-4-yl)oxy)octyl)piperazin-1-yl)piperidin-1-yl)nicotinoyl)piperidin-4-yl)butyl)-3-(pyridin-3-yl)acrylamide